(6,7-difluoro-[1,2,4]triazolo[4,3-a]quinazolin-5-yl)-9-((1-(trifluoromethyl)cyclopropyl)ethynyl)-2,3,4,5-tetrahydrobenzo[b][1,4]oxazepin FC1=C2C(=NC=3N(C2=CC=C1F)C=NN3)C3CCNC1=C(O3)C(=CC=C1)C#CC1(CC1)C(F)(F)F